FC1=CC=CC2=C1N(C(OC2=O)=O)C 8-fluoro-1-methyl-2H-benzo[d][1,3]oxazine-2,4(1H)-dione